N-[(3-fluoro-4-methoxypyridin-2-yl)methyl]-3-(methoxymethyl)-1-({4-[(2-oxopyridin-1-yl)methyl]phenyl}methyl)pyrazole-4-carboxamide benzenesulfonate salt C1(=CC=CC=C1)S(=O)(=O)O.FC=1C(=NC=CC1OC)CNC(=O)C=1C(=NN(C1)CC1=CC=C(C=C1)CN1C(C=CC=C1)=O)COC